7-isopropoxy-2-((1R,4S)-1-methyl-2-oxabicyclo[2.2.1]hept-4-yl)imidazo[1,2-a]pyridine-6-carboxylic acid C(C)(C)OC1=CC=2N(C=C1C(=O)O)C=C(N2)[C@]21CO[C@](CC2)(C1)C